OC1=CC=C2C(C(=C(OC2=C1C=O)C)CCC(=O)N1CCOCC1)=O 7-hydroxy-2-methyl-3-(3-morpholino-3-oxopropyl)-4-oxo-4H-chromene-8-carbaldehyde